C(C)(C)(C)N1C=C(C=2C1=NC(=CC2)C(=O)N2C[C@H](CC2)N(C2=NC(=C(C(=O)OC)C(=C2)C)C)C)C2=CC(=C(C=C2)Cl)F methyl (S)-6-((1-(1-(tert-butyl)-3-(4-chloro-3-fluorophenyl)-1H-pyrrolo[2,3-b]pyridine-6-carbonyl)pyrrolidin-3-yl)(methyl)amino)-2,4-dimethylnicotinate